COC(C(NC(C1=CC=CC=C1)C1=CC=CC=C1)C1=CC2=C(SCCN2CC2=CC=CC=C2)C=C1)=O 2-(4-benzyl-3,4-dihydro-2H-benzo[b][1,4]thiazin-6-yl)-2-((benzhydryl)amino)acetic acid methyl ester